N-(4-chlorophenyl)-3-[4-[6-(difluoromethoxy)-4-(hydroxymethyl)-3-pyridyl]phenyl]oxetane-3-carboxamide ClC1=CC=C(C=C1)NC(=O)C1(COC1)C1=CC=C(C=C1)C=1C=NC(=CC1CO)OC(F)F